C(CCC)OP(=O)(O)O.C1(=CC=CC=C1)NC1=CC=CC=C1 diphenylamine butyl-phosphate